C(C)OC(CC(=O)O)=O 3-ethoxy-3-oxopropanoic acid